FC=1C(=C(C=CC1)NC1=C(NC2=C1C(NCC2)=O)C2=C(C=NC=C2)C#CC2(COC2)OC)OC 3-[(3-fluoro-2-methoxyphenyl)amino]-2-[3-[2-(3-methoxyoxetan-3-yl)ethynyl]pyridin-4-yl]-1H,5H,6H,7H-pyrrolo[3,2-c]pyridin-4-one